(3R,5R,8R,9R,10S,13S,14S,17R)-3-ethyl-17-((2S,3R)-3-hydroxybutan-2-yl)-13-methylhexadecahydro-1H-cyclopenta[a]phenanthren-3-ol C(C)[C@]1(CC[C@@H]2[C@H]3CC[C@@]4([C@H](CC[C@H]4[C@@H]3CC[C@@H]2C1)[C@H](C)[C@@H](C)O)C)O